C1(=CC=CC=C1)C(C#C[Si](C)(C)C)=O 1-phenyl-3-(trimethylsilyl)prop-2-yn-1-one